5,6-dibromo-4-methyl-2-cyclohexene BrC1C(C=CCC1Br)C